C(C)(C)(C)OC(=O)N1CC(C1)(C(C)NC(=O)C1=CC2=CC=CC(=C2C=C1)OC1=CC=C(C=C1)C(F)(F)F)O 3-hydroxy-3-(1-(5-(4-(trifluoromethyl)phenoxy)-2-naphthoylamino)ethyl)azetidine-1-carboxylic acid tert-butyl ester